C1(CC1)COC1=CC=C(C(=C1COC=1C(=CC(=C(C1)N1C(NC2=C(C1=O)C(=CS2)C=O)=O)F)OC)F)F 3-(5-((6-(cyclopropylmethoxy)-2,3-difluorobenzyl)oxy)-2-fluoro-4-methoxyphenyl)-2,4-dioxo-1,2,3,4-tetrahydrothieno[2,3-d]pyrimidine-5-carbaldehyde